CN(CCCOC1=CC=C2CCC3(C2=C1)CCC(CC3)C(=O)O)CCC3=CC=CC=C3 6'-{3-[methyl(2-phenylethyl)amino]propoxy}-2',3'-dihydrospiro[cyclohexane-1,1'-indene]-4-carboxylic acid